Natrium succinat C(CCC(=O)[O-])(=O)[O-].[Na+].[Na+]